FC(C1=NNC=C1)(F)F 3-trifluoromethyl-Pyrazole